CC[C@H](C)[C@@H](C(=O)O)NC(=O)[C@@H]1CCCN1C(=O)[C@H](CCC(=O)O)NC(=O)[C@H](C(C)C)NC(=O)[C@@H]2CCCN2C(=O)[C@H](CC3=CC=C(C=C3)O)N The molecule is a six amino acid oligopeptide fragment of the human milk protein, beta-casein. It has a role as a human metabolite. It is a conjugate acid of a neocasomorphin(1-).